N-(3-(4'-((1s,3s)-3-(benzyloxy)cyclobutoxy)-4,5,5',6'-tetrahydro-2H-spiro[furan-3,8'-pyrano[3,4-b]pyridin]-2'-yl)-1-methyl-1H-pyrrolo[2,3-c]pyridin-5-yl)acetamide C(C1=CC=CC=C1)OC1CC(C1)OC1=C2C(=NC(=C1)C1=CN(C3=CN=C(C=C31)NC(C)=O)C)C3(OCC2)COCC3